CN1[C@@](CCC1)(C)[C@H](CS(=O)(=O)NC(NC1=C2CCCC2=CC=2CCCC12)=O)O (R)-2-((R)-1,2-dimethylpyrrolidin-2-yl)-N-((1,2,3,5,6,7-hexahydro-s-indacen-4-yl)carbamoyl)-2-hydroxyethane-1-sulfonamide